4-(1-piperidyl)-3-pyridazin-4-yl-1H-pyrrolo[2,3-b]pyridine N1(CCCCC1)C1=C2C(=NC=C1)NC=C2C2=CN=NC=C2